tert-butyl (4R)-4-(4-bromo-2,3-difluoro-phenyl)-3,3-difluoro-piperidine-1-carboxylate BrC1=C(C(=C(C=C1)[C@@H]1C(CN(CC1)C(=O)OC(C)(C)C)(F)F)F)F